N-hydroxy-6-(naphthalene-1-sulfonamido)chromane-2-carboxamide ONC(=O)C1OC2=CC=C(C=C2CC1)NS(=O)(=O)C1=CC=CC2=CC=CC=C12